6-(methylsulfonyl)isobenzofuran-1(3H)-one CS(=O)(=O)C1=CC=C2COC(C2=C1)=O